CNC(=O)C=1SC(=CC1NC(=O)N)C1=CC(=C(C=C1)O[C@H]1O[C@H]([C@H]([C@@H]([C@H]1O)O)O)CO)C N-methyl-5-[3-methyl-4-[(2R,3R,4S,5S,6S)-3,4,5-trihydroxy-6-(hydroxymethyl)tetrahydropyran-2-yl]oxy-phenyl]-3-ureido-thiophene-2-carboxamide